(S)-2-amino-N-(2-(1,4-dimethyl-1H-pyrazol-5-yl)pyrimidin-5-yl)-2-((1r,4S)-4-methylcyclohexyl)acetamide N[C@H](C(=O)NC=1C=NC(=NC1)C1=C(C=NN1C)C)C1CCC(CC1)C